O=C1N(C2(CC2)CC1)C(=O)OC(C)(C)C tert-Butyl 5-oxo-4-azaspiro[2.4]heptane-4-carboxylate